4-(3,5-dinitrobenzamido)tetrahydrophenanthrene [N+](=O)([O-])C=1C=C(C(=O)NC2CCCC=3C=CC4=CC=CC=C4C23)C=C(C1)[N+](=O)[O-]